NC1=NC=NN2C1=C(C=C2C=2C=C(C(=NC2)OC)C(=O)N[C@@H]2CN(C[C@@H]2F)C(=O)C2=NC(=CN=C2)C)C(F)(F)F 5-[4-amino-5-(trifluoromethyl)pyrrolo[2,1-f][1,2,4]triazin-7-yl]-N-[(3R,4S)-4-fluoro-1-(6-methylpyrazine-2-carbonyl)pyrrolidin-3-yl]-2-methoxypyridine-3-carboxamide